7-((5-((R)-2-((-)-hydroxyethyl)morpholino)pyridin-2-yl)amino)-1-oxoisoindoline-2-carboxylate OCC[C@H]1OCCN(C1)C=1C=CC(=NC1)NC=1C=CC=C2CN(C(C12)=O)C(=O)[O-]